2-(2,6-dioxopiperidin-3-yl)-5-((3-(trans-3-(4-(5-(piperazin-1-yl)quinoxalin-2-yl)-1H-pyrazol-1-yl)cyclobutyl)propyl)amino)isoindoline-1,3-dione O=C1NC(CCC1N1C(C2=CC=C(C=C2C1=O)NCCC[C@@H]1C[C@H](C1)N1N=CC(=C1)C1=NC2=CC=CC(=C2N=C1)N1CCNCC1)=O)=O